BrC=1C=C2CCCNC2=C(C1)C#CC=1C=C(C=NC1[C@H](C)OC)N1CCN(CC1)C(=O)OCC1=CC=CC=C1 benzyl 4-[5-[2-(6-bromo-1,2,3,4-tetrahydroquinolin-8-yl)ethynyl]-6-[(1S)-1-methoxyethyl]-3-pyridyl]piperazine-1-carboxylate